FC(C)(F)C=1C=C(C=CC1)NC(\C(\C(C)=O)=N/O)=O (Z)-N-(3-(1,1-difluoroethyl)phenyl)-2-(hydroxyimino)-3-oxobutanamide